1-[(2R,6R)-6-[[bis(4-methoxyphenyl)-phenyl-methoxy]methyl]-6-(hydroxymethyl)-1,4-dioxan-2-yl]-5-methyl-pyrimidine-2,4-dione COC1=CC=C(C=C1)C(OC[C@]1(COC[C@@H](O1)N1C(NC(C(=C1)C)=O)=O)CO)(C1=CC=CC=C1)C1=CC=C(C=C1)OC